CN(CC(=O)N1C[C@@H]([C@@H](CC1)NC=1C=2N(C=CC1)C(=C(N2)C#CCNC2=C(C=C(C=C2)S(=O)(=O)C)OC)C=C)F)C 2-(dimethylamino)-1-((3S,4R)-3-fluoro-4-((2-(3-((2-methoxy-4-(methylsulfonyl)phenyl)amino)prop-1-yn-1-yl)-3-vinylimidazo[1,2-a]pyridin-8-yl)amino)piperidin-1-yl)ethan-1-one